4-(3-Chloroanilino)-2'-[(2R)-2-methyl-3-{[(5R)-5-methyl-5,6,7,8-tetrahydroquinolin-4-yl]oxy}propyl]-6'-(thiophen-3-yl)-2',3'-dihydrospiro[cyclohexane-1,1'-indene]-4-carboxylic acid ClC=1C=C(NC2(CCC3(C(CC4=CC=C(C=C34)C3=CSC=C3)C[C@H](COC3=CC=NC=4CCC[C@H](C34)C)C)CC2)C(=O)O)C=CC1